ClC1=NC(=C2N=CN(C2=N1)C)NC=1C=CC=C2CCN(C12)S(=O)(=O)C 2-chloro-9-methyl-N-(1-(methylsulfonyl)indolin-7-yl)-9H-purin-6-amine